1-acetyl-2-ethyl-3-methyl-4-(4-(4-(trifluoromethyl)phenyl)-1H-1,2,3-triazol-1-yl)-1,2,3,4-tetrahydroquinoline-6-carboxylate C(C)(=O)N1C(C(C(C2=CC(=CC=C12)C(=O)[O-])N1N=NC(=C1)C1=CC=C(C=C1)C(F)(F)F)C)CC